ClC1=NC2=CC=C(C=C2C(=N1)Cl)C(F)(F)F 2,4-dichloro-6-(trifluoromethyl)quinazoline